[C@H]12[C@@H](C[C@H](CC1)O2)N(C(=O)C2=C(OC1=[N+](C=CC=N1)[O-])C=CC(=C2)F)C(C)C (2-(((1R,2R,4S)-7-oxabicyclo[2.2.1]hept-2-yl)(isopropyl)carbamoyl)-4-fluorophenoxy)pyrimidine 1-oxide